3-((7-(5-Chloro-1-((4-fluoropiperidin-4-yl)methyl)-1H-indol-7-yl)thieno[3,2-b]pyridin-2-yl)methyl)-6,6-dimethyl-3-azabicyclo[3.1.0]hexane-2,4-dione ClC=1C=C2C=CN(C2=C(C1)C1=C2C(=NC=C1)C=C(S2)CN2C(C1C(C1C2=O)(C)C)=O)CC2(CCNCC2)F